(R)-N-((R)-1-(5-cyclopropyl-7-(3-methyl-2,4-dioxoimidazolidin-1-yl)pyrazolo[1,5-a]Pyridin-2-yl)ethyl)-2-methylpropan-2-sulfinamide C1(CC1)C1=CC=2N(C(=C1)N1C(N(C(C1)=O)C)=O)N=C(C2)[C@@H](C)N[S@](=O)C(C)(C)C